C(C)(=O)OCCCCCCCC=CCCC 8-dodecenol Acetate